BrC1=CC=NC2=CC(=C(C=C12)Cl)C1=C(C=CC=C1C)C 4-bromo-6-chloro-7-(2,6-dimethylphenyl)quinoline